C(C)(C)[Sn](OC(C)C)(N(C)C)N(C)C isopropylbis(dimethylamino)(isopropoxy)tin